2-(7-bromo-3-ethylsulfonylquinolin-2-yl)-3-fluoro-6-trifluoromethyl-1H-pyrrolo[3,2-b]pyridine BrC1=CC=C2C=C(C(=NC2=C1)C1=C(C2=NC=C(C=C2N1)C(F)(F)F)F)S(=O)(=O)CC